FC1=C(C(=O)O)C=CC=C1C(F)(F)F 2-fluoro-3-(trifluoromethyl)benzoic acid